C(C)OC(=O)C=1NC2=CC=CC(=C2C1)NC1=CC(=C(C=C1)F)Cl 4-((3-chloro-4-fluorophenyl)amino)-1H-indole-2-carboxylic acid ethyl ester